(2s,5r)-2,5-dimethyl-4-(1-(3-(trifluoromethyl)bicyclo[1.1.1]pent-1-yl)propyl)piperazine-1-carboxylic acid tert-butyl ester C(C)(C)(C)OC(=O)N1[C@H](CN([C@@H](C1)C)C(CC)C12CC(C1)(C2)C(F)(F)F)C